C(C)(C)C1N(C=CC(=C1N)C)[2H] 2-isopropyl-4-methylpyridine-3-Amine-1-d